CC=1OC2=C(N1)C=CC(=C2)S(=O)(=O)N2C[C@@H](OCC2)C2=C(SC1=C2C=CC=C1)C(=O)N |o1:15| 3-[(S) or (R)-4-[(2-Methyl-1,3-benzoxazol-6-yl)sulfonyl]morpholin-2-yl]benzothiophene-2-carboxamide